ClC=1N=C(C2=C(N1)C(=C(N=C2)Cl)F)N2CC1CSC(C2)N1C(=O)[O-] 3-(2,7-dichloro-8-fluoropyrido[4,3-d]pyrimidin-4-yl)-3,8-diaza-6-thiabicyclo[3.2.1]Octane-8-carboxylate